OC(=O)C(F)(F)F.C12NN[C@@H](C(C1)C2)C(=O)OC methyl (S)-2,3-diazabicyclo[3.1.1]heptane-4-carboxylate TFA salt